C1=C(C=CC2=CC=CC=C12)C(CC(C)(C)C)=O 1-(2-naphthyl)-2-tert-butylethanone